N-((8-((4-(Trifluoromethyl)phenyl)sulfonamido)quinolin-2-yl)methyl)acetamide FC(C1=CC=C(C=C1)S(=O)(=O)NC=1C=CC=C2C=CC(=NC12)CNC(C)=O)(F)F